5-((1-(methylsulfonyl)piperidin-4-yl)methoxy)-4H-pyran-4-one CS(=O)(=O)N1CCC(CC1)COC=1C(C=COC1)=O